3-(2-morpholinoethyl)thiazolidine-2,4-dione O1CCN(CC1)CCN1C(SCC1=O)=O